NC1=CC=C2C(=C(NC2=C1)C(=O)N1CCC(CC1)C=1C=C2CN(C(C2=CC1)=O)C1C(NC(CC1)=O)=O)C 3-(5-(1-(6-Amino-3-methyl-1H-indole-2-carbonyl)piperidin-4-yl)-1-oxoisoindolin-2-yl)piperidine-2,6-dione